C(C)OC(C1=C(C=C(C(=C1)N1C(NC(=CC1=O)C(F)(F)F)=O)F)Cl)=O 2-chloro-5-(2,6-dioxo-4-(trifluoromethyl)-3,6-dihydropyrimidin-1(2H)-yl)-4-fluorobenzoic acid ethyl ester